(3-fluoro-2-(pyrimidin-2-yl)phenyl)methanone FC=1C(=C(C=CC1)C=O)C1=NC=CC=N1